3-(5-((((3S,4S)-8-(6-amino-5-((2-amino-3-chloropyridin-4-yl)thio)pyrazin-2-yl)-3-Methyl-2-oxa-8-azaspiro[4.5]decane-4-yl)amino)methyl)-6-fluoro-1-oxoisoindoline-2-yl)piperidine NC1=C(N=CC(=N1)N1CCC2([C@@H]([C@@H](OC2)C)NCC=2C=C3CN(C(C3=CC2F)=O)C2CNCCC2)CC1)SC1=C(C(=NC=C1)N)Cl